((2S,4S)-2-(aminomethyl)-5-chloro-2-(2,2-difluorobenzo[d][1,3]dioxol-4-yl)-2,3-dihydrobenzofuran-4-yl)-3-fluorobenzamide NC[C@@]1(OC2=C(C1)C(=C(C=C2)Cl)C2=C(C(=O)N)C=CC=C2F)C2=CC=CC=1OC(OC12)(F)F